4-((tert-butyldimethylsilyloxy)methyl)-2-(2-hydroxypropan-2-yl)thiazole-5-sulfonamide [Si](C)(C)(C(C)(C)C)OCC=1N=C(SC1S(=O)(=O)N)C(C)(C)O